N1=C(C=CC=C1)C1=C(NS(C2=C1C=CC=C2)=O)C=CC=C pyridinyl-butadienyl-benzothiazinone